FC=1C=C2NC(C(NC2=C(C1)C)=NNC(CCOC)=O)(C)C N'-(6-fluoro-3,3,8-trimethyl-3,4-dihydroquinoxalin-2(1H)-ylidene)-3-methoxypropanehydrazide